dipropylcycloheptylpyridinium C(CC)C=1C(=[N+](C=CC1)C1CCCCCC1)CCC